(1s,3s)-N-(4-{[6-(5-chloro-2-fluorophenyl)-3-[(1-hydroxy-2-methylpropan-2-yl)sulfanyl]pyridazin-4-yl]amino}pyridin-2-yl)-3-(4-methylpiperazin-1-yl)cyclobutane-1-carboxamide ClC=1C=CC(=C(C1)C1=CC(=C(N=N1)SC(CO)(C)C)NC1=CC(=NC=C1)NC(=O)C1CC(C1)N1CCN(CC1)C)F